OCN1C(NCCC1=O)=O 3-(hydroxymethyl)dihydropyrimidine-2,4(1H,3H)-dione